(E)-3-keto-4-(imino)isochroman O=C/1OCC2=CC=CC=C2\C1=N/[H]